Cl.CN1CC2(CC1)CCNCC2 2-methyl-2,8-diazaspiro[4.5]decane hydrochloride